tetrahydro-2H-pyran-4-yl (1R,3s,5S)-3-((4-(4,5-dihydrofuran-2-yl)-6-((5-methyl-1H-pyrazol-3-yl)amino)pyrimidin-2-yl)(methyl)amino)-9-azabicyclo[3.3.1]nonane-9-carboxylate O1C(=CCC1)C1=NC(=NC(=C1)NC1=NNC(=C1)C)N(C1C[C@H]2CCC[C@@H](C1)N2C(=O)OC2CCOCC2)C